N-[4-chloro-6-[[6-(5,6,7,8-tetrahydroimidazo[1,2-a]pyridin-7-ylmethylamino)-3-pyridinyl]methylamino]-1-isoquinolinyl]carbamic acid methyl ester COC(NC1=NC=C(C2=CC(=CC=C12)NCC=1C=NC(=CC1)NCC1CC=2N(CC1)C=CN2)Cl)=O